3-(4-(carboxymethyl)-2,5-dihydroxybenzoylamino)phthalic acid C(=O)(O)CC1=CC(=C(C(=O)NC2=C(C(C(=O)O)=CC=C2)C(=O)O)C=C1O)O